N-((1r,4r)-4-((3-(6-((1-acetyl-azetidin-3-yl)oxy)pyridin-3-yl)-2-oxo-2,3-dihydro-1H-benzo[d]imidazol-1-yl)methyl)cyclohexyl)-5-chloro-2-methylnicotinamide C(C)(=O)N1CC(C1)OC1=CC=C(C=N1)N1C(N(C2=C1C=CC=C2)CC2CCC(CC2)NC(C2=C(N=CC(=C2)Cl)C)=O)=O